N-(2-p-methoxybenzylmercaptoethyl)-2-[((2-p-methoxybenzylmercaptoethyl)hydroxypropyl)amino]acetamide COC1=CC=C(CSCCNC(CNCCC(O)CCSCC2=CC=C(C=C2)OC)=O)C=C1